C(C)(C)(C)OC(NC=1SC(=C(N1)[2H])C=O)=O (5-Formyl-thiazol-2-yl-4-d)carbamic acid tert-butyl ester